Cl.Cl.C1(=CC=CC=C1)S(=O)(=O)C1=C(C=C2C(CN(C2=C1)C(CN1[C@H](CN[C@@H](C1)C)CC)=O)(C)C)F 1-(6-Benzenesulfonyl-5-fluoro-3,3-dimethyl-2,3-dihydro-indol-1-yl)-2-((2S,5R)-2-ethyl-5-methyl-piperazin-1-yl)-ethanone dihydrochloride salt